OCCCCNC(C=CC1=CC=CC=C1)=O N-(4-hydroxybutyl)cinnamamide